4-chloro-2-(difluoromethoxy)-6-(4-iodo-2-methyl-pyrazol-3-yl)benzonitrile ClC1=CC(=C(C#N)C(=C1)C=1N(N=CC1I)C)OC(F)F